(-)-1-(benzo[b]thiophen-2-yl)-3-[(3S*,4R*)-4-(2,6-difluoro-4-methoxy-phenyl)-2-oxo-pyrrolidin-3-yl]urea S1C2=C(C=C1NC(=O)N[C@@H]1C(NC[C@H]1C1=C(C=C(C=C1F)OC)F)=O)C=CC=C2 |o1:9,13|